C(C#C)OC1=CC=C(C[C@H](N)C(=O)O)C=C1 O-2-Propynyl-L-tyrosine